FC1=C(C=CC(=C1)F)C1=CC(=NO1)C(=O)N1CC2=CC=CC=C2C(C1)C=1C=NN(C1C)C 5-(2,4-difluorophenyl)isoxazol-3-yl-1-[4-(1,5-dimethylpyrazol-4-yl)-3,4-dihydro-1H-isoquinolin-2-yl]methanone